[Br-].C(CCCCCCCCCCCCC)(=O)OCC(C[NH2+]CCO)OC(CCCCCCCCCCCCC)=O N-(1,2-dimyristoyloxy-propan-3-yl)-N-hydroxyethyl-ammonium bromide